7-(6-(3-(dimethylamino)propoxy)pyridin-3-yl)-6-fluoro-9-(4-fluorophenyl)-2-methyl-9,10-dihydro-8-oxa-2,4,10a-triazanaphtho[2,1,8-cde]azulen-1(2H)-one CN(CCCOC1=CC=C(C=N1)C1=C(C=C2N=CC=3N(C(N4CC(OC1=C2C34)C3=CC=C(C=C3)F)=O)C)F)C